bis-(2-hydroxy-5-chlorobenzyl) sulfide OC1=C(CSCC2=C(C=CC(=C2)Cl)O)C=C(C=C1)Cl